FC=1C=C(C=CC1)N(C1CCN(CC1)CC=1C=CC(=NC1)OC1=CC=C(C=C1)S(=O)(=O)NCCC(C)(C)O)C(=O)NC=1C=NC(=CC1)C 4-[(5-{[4-((3-fluorophenyl){[(6-methyl-3-pyridinyl)amino]carbonyl}amino)-1-piperidinyl]methyl}-2-pyridinyl)oxy]-N-(3-hydroxy-3-methylbutyl)benzenesulfonamide